C(CC)C1=C(C(=O)O)C(=CC(=C1)OC1O[C@@H]([C@H]([C@@H]([C@H]1CO)O)O)O)OC1O[C@@H]([C@H]([C@@H]([C@H]1CO)O)O)O 2-propyl-4,6-bis({[(3R,4R,5S,6S)-4,5,6-trihydroxy-3-(hydroxymethyl)oxan-2-yl]oxy})benzoic acid